tert-butyl (S)-7-(4-((2-(3-hydroxyphenyl)-4-methoxy-4-oxobutyl)(methyl)amino)butyl)-3,4-dihydro-1,8-naphthyridine-1(2H)-carboxylate OC=1C=C(C=CC1)[C@@H](CN(CCCCC1=CC=C2CCCN(C2=N1)C(=O)OC(C)(C)C)C)CC(=O)OC